(R)-N'-(2-hydroxy-2-(methoxymethyl)cyclopentylidene)-2,4,6-triisopropylbenzenesulfonohydrazide O[C@]1(C(CCC1)=NNS(=O)(=O)C1=C(C=C(C=C1C(C)C)C(C)C)C(C)C)COC